Cl.FC(OC1CC(C1)OCC(=O)N)(F)F 2-(3-(trifluoromethoxy)cyclobutoxy)acetamide hydrochloride